O1[C@H](COC2=C1C=CC=C2)C2=CC=C(CN(C)CC)C=C2 N-{4-[(2S)-2,3-dihydro-1,4-benzodioxin-2-yl]benzyl}-N-methylethylamine